COC([C@H](CCCC1=CC=C(C=C1)OCCCC)N1CCN(CCN(CCN(CC1)CC(OC(C)(C)C)=O)CC(OC(C)(C)C)=O)CC(=O)OC(C)(C)C)=O (2S)-5-(4-Butoxyphenyl)-2-[4,7,10-tris(2-t-butoxy-2-oxoethyl)-1,4,7,10-tetraazacyclododec-1-yl]pentanoic acid methyl ester